1-(2-chlorophenylsulfonyl)-2-methylpiperidin-4-one ClC1=C(C=CC=C1)S(=O)(=O)N1C(CC(CC1)=O)C